6-Bromo-N-(4-chlorophenyl)-1-methyl-1,2-dihydro-3H-benzo[e]indole-3-carboximidamide BrC1=CC=CC=2C=3C(CN(C3C=CC21)C(NC2=CC=C(C=C2)Cl)=N)C